1-(trans-5-(2-isopropylphenoxy)octahydro-cyclopenta[c]pyrrole-2-carbonyl)-1H-pyrazole-3-carboxylic acid C(C)(C)C1=C(OC2CC3C(CN(C3)C(=O)N3N=C(C=C3)C(=O)O)C2)C=CC=C1